2-[[(1R)-1-[2-(4-Fluorophenyl)-3,6-dimethyl-4-oxo-chromen-8-yl]ethyl]amino]benzoic acid FC1=CC=C(C=C1)C=1OC2=C(C=C(C=C2C(C1C)=O)C)[C@@H](C)NC1=C(C(=O)O)C=CC=C1